(R)-2-amino-6-(4-(4-sulfamoylphenyl)-1H-1,2,3-triazol-1-yl)hexanoic acid N[C@@H](C(=O)O)CCCCN1N=NC(=C1)C1=CC=C(C=C1)S(N)(=O)=O